C(C=C)N([C@@H](CC1=CC=CC=C1)C(=O)NCC(=O)[O-])C([C@H](CCC(C=[N+]=[N-])=O)NC([C@H](CC1=CC=CC=C1)NC(=O)OCC1C2=CC=CC=C2C=2C=CC=CC12)=O)=O Allyl-((S)-2-((S)-2-((((9H-fluoren-9-yl)methoxy)carbonyl)amino)-3-phenylpropanamido)-6-diazo-5-oxohexanoyl)-L-phenylalanylglycinate